7,7,9,9-tetramethyl-1,4-dioxa-8-phosphaspiro[4.5]decane CC1(CC2(OCCO2)CC(P1)(C)C)C